C(C)(C)(C)C1=C(C(=CC(=C1)CC)C(C)(C)C)C(O)C(CO)(CO)CO 2,6-di-tert-butyl-4-ethylphenyl-pentaerythritol